CC1([C@@H](C1)C(=O)O)C (R)-2,2-dimethylcyclopropanecarboxylic acid